(2-((1S,3S,5S)-3-cyano-2-azabicyclo[3.1.0]hex-2-yl)-2-oxoethyl)-7-methoxy-2-methylquinoline-4-carboxamide C(#N)[C@H]1N([C@H]2C[C@H]2C1)C(CC=1C(=NC2=CC(=CC=C2C1C(=O)N)OC)C)=O